2,2-bis(4-hydroxyxylyl)propane OC1=C(C(=C(C=C1)C(C)(C)C1=C(C(=C(C=C1)O)C)C)C)C